C1(CC1)C1=NC=NC(=C1C=1N=CC2=C(N1)C=CN2COCC[Si](C)(C)C)OC 2-[[2-(4-cyclopropyl-6-methoxy-pyrimidin-5-yl)pyrrolo[3,2-d]pyrimidin-5-yl]methoxy]ethyl-trimethyl-silane